N-(3-chlorobenzylidene)-2,3-dichlorobenzenamine ClC=1C=C(C=NC2=C(C(=CC=C2)Cl)Cl)C=CC1